CN(C=1SC(=CN1)C1=CC=CC=C1)C1N(CCC1)C#N (methyl-(5-phenylthiazol-2-yl)amino)pyrrolidine-1-carbonitrile